2-chloro-5-fluoro-4-[3-(2-methoxy-3-pyridyl)phenyl]pyrimidine ClC1=NC=C(C(=N1)C1=CC(=CC=C1)C=1C(=NC=CC1)OC)F